C(#N)C(C(F)(F)C=1C=C(C=CC1)[C@@H](C)N[S@](=O)C(C)(C)C)(C)C (R)-N-((R)-1-(3-(2-Cyano-1,1-difluoro-2-methylpropyl)phenyl)ethyl)-2-methylpropane-2-sulfinamide